AZAINDOLECARBOXAMIDE N1C(=NC2=CC=CC=C12)C(=O)N